4-phenyl-(2,4,6-trimethylphenyl)amine C1(=CC=CC=C1)C1(CC(=C(C(=C1)C)N)C)C